(4S)-tert-butyl 5-amino-4-(4-((4-((3-((2-methoxyethyl)-carbamoyl)piperidin-1-yl)methyl)benzyl)oxy)-1-oxoisoindolin-2-yl)-5-oxopentanoate NC([C@H](CCC(=O)OC(C)(C)C)N1C(C2=CC=CC(=C2C1)OCC1=CC=C(C=C1)CN1CC(CCC1)C(NCCOC)=O)=O)=O